N1N=CC(=C1)C1=C2C(=NC=C1)NC(=C2)CCNC(OC(C)(C)C)=O tert-butyl (2-(4-(1H-pyrazol-4-yl)-1H-pyrrolo[2,3-b]pyridin-2-yl)ethyl)carbamate